S(C)(=O)(=O)O.C(C)(C)(C)C=1OC(=C(N1)C1=C(C=C(C=C1)F)F)C1=CC=C2C(=N1)N(C(=N2)N)CC(C)C 5-[2-tert-butyl-4-(2,4-difluorophenyl)oxazol-5-yl]-3-isobutyl-3H-imidazo[4,5-b]pyridin-2-ylamine mesylate